CC1=C(C=CC=C1C)C1CCN(CC1)C=1C=CC(=C(C(=O)OC)C1)[N+](=O)[O-] methyl 5-(4-(2,3-dimethylphenyl)piperidin-1-yl)-2-nitrobenzoate